CC1=NC(=NC=2N([C@H](C(NC12)=O)C)C)NCC=1C=NN(C1)CC1=CC(=CC=C1)C(F)(F)F (7S)-4,7,8-trimethyl-2-(((1-(3-(trifluoromethyl)benzyl)-1H-pyrazol-4-yl)methyl)amino)-7,8-dihydropteridin-6(5H)-one